3-((6-(pyrrolidin-1-yl)pyrimidin-4-yl)oxy)pyrrolidin N1(CCCC1)C1=CC(=NC=N1)OC1CNCC1